NC=1C2=C(N=CN1)N(C(=C2C2=CC=C(C=C2)OC2CC2)C2=CCC1(CCN(CC1)C(C=C)=O)CC2)C(F)F 1-(9-(4-amino-5-(4-cyclopropoxyphenyl)-7-(difluoromethyl)-7H-pyrrolo-[2,3-d]pyrimidin-6-yl)-3-azaspiro[5.5]undec-8-en-3-yl)prop-2-en-1-one